ClC=1C(=CC2=C([C@@H]([C@](O2)(C2=CC=CC=C2)CN[C@@H]2CC[C@H](CC2)O)C)C1C1=C(C(=O)N)C=CC(=C1F)OC(F)F)F 2-((2S,3S,4S)-5-chloro-6-fluoro-2-(((trans-4-hydroxycyclohexyl)amino)methyl)-3-methyl-2-phenyl-2,3-dihydrobenzofuran-4-yl)-4-(difluoromethoxy)-3-fluorobenzamide